O1CCC(CC1)CN1CCC2(CCN(CC2)S(=O)(=O)C=2C=CC(=NC2)N2C(OCC2)=O)CC1 3-(5-((9-((Tetrahydro-2H-pyran-4-yl)methyl)-3,9-diazaspiro[5.5]undecan-3-yl)sulfonyl)pyridin-2-yl)oxazolidin-2-one